(R)-3-methyl-4-(7-((S)-3-methylmorpholino)-2-(1H-pyrazol-3-yl)thiazolo[5,4-d]pyrimidin-5-yl)morpholine C[C@H]1N(CCOC1)C=1N=C(C2=C(N1)SC(=N2)C2=NNC=C2)N2[C@H](COCC2)C